N-(isoxazol-3-yl)-3-methoxy-4-(prop-2-yn-1-ylamino)-N-((2-(trimethylsilyl)ethoxy)methyl)benzenesulfonamide O1N=C(C=C1)N(S(=O)(=O)C1=CC(=C(C=C1)NCC#C)OC)COCC[Si](C)(C)C